FC(C(=O)O)(F)F.FC(C(=O)O)(F)F.FC(C(=O)O)(F)F.N[C@@H](CCCCN)C(=O)N1C(=C2C3=C(C4=C[C@H](CN([C@@H]4C2)C)C(=O)N(CC)CC)C=CC=C13)Br (6aR,9R)-4-(L-lysyl)-5-bromo-N,N-diethyl-7-methyl-4,6,6a,7,8,9-hexahydroindolo[4,3-fg]quinoline-9-carboxamide tri-trifluoroacetate